2-(4-Amino-1-tert-butyl-pyrazolo[3,4-d]pyrimidin-3-yl)-3-chloro-N-[1-(2-morpholinoethyl)pyrazol-3-yl]-1H-indole-6-carboxamide NC1=C2C(=NC=N1)N(N=C2C=2NC1=CC(=CC=C1C2Cl)C(=O)NC2=NN(C=C2)CCN2CCOCC2)C(C)(C)C